3-(3-(4,4-bis(methoxy-methyl)cyclohexyl)-2-((methyl(2-(methylamino)-ethyl)amino)methyl)-4,5,6,7-tetrahydropyrazolo[1,5-a]-pyrazine-5-carbonyl)bicyclo[1.1.1]pentane-1-carbonitrile COCC1(CCC(CC1)C=1C(=NN2C1CN(CC2)C(=O)C21CC(C2)(C1)C#N)CN(CCNC)C)COC